tert-butyl 4-[2-[4-[[4-[[(7R)-8-cyclopentyl-7-ethyl-5-methyl-6-oxo-7H-pteridin-2-yl]amino]-3-methoxy-benzoyl]amino]-1-piperidyl]ethoxy]piperidine-1-carboxylate C1(CCCC1)N1[C@@H](C(N(C=2C=NC(=NC12)NC1=C(C=C(C(=O)NC2CCN(CC2)CCOC2CCN(CC2)C(=O)OC(C)(C)C)C=C1)OC)C)=O)CC